CC1=NOC(=N1)C1NCCCC1 3-methyl-5-(piperidin-2-yl)-1,2,4-oxadiazole